FC(C(=O)O)(F)F.ClC=1C=C(OC=2C=C(C=CC2)C=2N=NNC2C(=O)O)C=CC1Cl 4-(3-(3,4-dichlorophenoxy)phenyl)-1H-1,2,3-triazole-5-carboxylic acid 2,2,2-trifluoroacetate